5-methoxynaphthalene-1-sulfonamide COC1=C2C=CC=C(C2=CC=C1)S(=O)(=O)N